OC[C@@H]1[C@@H]2[C@H](CN1C(=O)OC(C)(C)C)C21CCCC1 tert-butyl (1R,2S,5S)-2-(hydroxymethyl)-3-azaspiro[bicyclo[3.1.0]hexane-6,1'-cyclopentane]-3-carboxylate